2-trifluoromethyl-6-nitrobenzyl 4-nitrobenzenesulfonate [N+](=O)([O-])C1=CC=C(C=C1)S(=O)(=O)OCC1=C(C=CC=C1[N+](=O)[O-])C(F)(F)F